3-(5-((4-(4-((5-chloro-4-((2-(dimethylphosphoryl)phenyl)amino)pyrimidin-2-yl)amino)-3-methoxyphenyl)piperazin-1-yl)methyl)-4-fluoro-1-oxoisoindolin-2-yl)piperidine-2,6-dione ClC=1C(=NC(=NC1)NC1=C(C=C(C=C1)N1CCN(CC1)CC=1C(=C2CN(C(C2=CC1)=O)C1C(NC(CC1)=O)=O)F)OC)NC1=C(C=CC=C1)P(=O)(C)C